1-[(1S,4S)-5-[4-[[5-(difluoromethoxy)-3-fluoro-2-pyridyl]amino]pyrido[3,2-d]pyrimidin-6-yl]-2,5-diazabicyclo[2.2.1]heptan-2-yl]prop-2-en-1-one FC(OC=1C=C(C(=NC1)NC=1C2=C(N=CN1)C=CC(=N2)N2[C@@H]1CN([C@H](C2)C1)C(C=C)=O)F)F